C1(CC1)C#CC1=C2CCCN(C2=CC=C1)C1=NC=2N(C3=CC=C(C=C13)F)C(=NN2)C 5-(5-(cyclopropylethynyl)-3,4-dihydroquinolin-1(2H)-yl)-7-fluoro-1-methyl-[1,2,4]triazolo[4,3-a]quinazoline